O(C1=CC=CC=C1)P1(=NP(=NP(=N1)(F)F)(F)F)OC1=CC=CC=C1 diphenoxy-tetrafluoro-cyclotriphosphazene